COC1=CC=C2C=3C=CN=C(C3N(C2=C1)CCCCN1C(C=2C(C1=O)=CC=CC2)=O)C N-(4-(7-Methoxy-1-methyl-β-carbolin-9-yl)butyl)phthalimide